1,2-di-m-toloxyethane C1(=CC(=CC=C1)OCCOC=1C=C(C=CC1)C)C